1-(6-Bromo-7-fluoro-2,3-dihydro-4H-benzo[b][1,4]oxazin-4-yl)ethan-1-one BrC1=CC2=C(OCCN2C(C)=O)C=C1F